(6S,8S)-N-(5-chloro-6-(pyrimidin-2-yl)pyridin-3-yl)-8-(1-(difluoromethyl)-1H-pyrazol-4-yl)-2-fluoro-8-methyl-7,8-dihydro-6H-cyclopenta[e]pyrazolo[1,5-a]pyrimidine-6-carboxamide ClC=1C=C(C=NC1C1=NC=CC=N1)NC(=O)[C@H]1C[C@@](C2=C1C=NC=1N2N=C(C1)F)(C)C=1C=NN(C1)C(F)F